O(C1=CC=CC=C1)CCN(CC[C@@H](C(=O)O)NC1=NC=NC=C1)CCCCC1=NC=2NCCCC2C=C1 (S)-4-((2-phenoxyethyl)(4-(5,6,7,8-tetrahydro-1,8-naphthyridin-2-yl)butyl)amino)-2-(pyrimidin-4-ylamino)butyric acid